BrC1=C(C=C(C=C1)F)C(CCC=C)NC1=CC=C(C=C1)OC N-(1-(2-bromo-5-fluorophenyl)pent-4-en-1-yl)-4-methoxyaniline